1,3-Bis(3,4-epoxycyclohexylethyl)tetramethyldisiloxan C1(CC2C(CC1)O2)CC[Si](O[Si](CCC2CC1C(CC2)O1)(C)C)(C)C